CC=1N(C(=C2C(N(N=CC21)C2=CC=C(C=C2)S(=O)(=O)C)=O)C)C2=CC=CC=C2 5,7-Dimethyl-2-(4-(methylsulfonyl)phenyl)-6-phenyl-2,6-dihydro-1H-pyrrolo[3,4-d]pyridazin-1-one